C(C)(C)C1CS(C=2C1=NC(=C(C2C2CCNCC2)C=2OC(=NN2)C)CCC2CCOCC2)(=O)=O 3-isopropyl-6-(5-methyl-1,3,4-oxadiazol-2-yl)-7-(piperidin-4-yl)-5-(2-(tetrahydro-2H-pyran-4-yl)ethyl)-2,3-dihydrothieno[3,2-b]pyridine 1,1-dioxide